2-Methylpentane-1,5-diamin CC(CN)CCCN